ClC=1C=CC(=C(CN[C@@H](CO)C(=O)OC)C1)[N+](=O)[O-] methyl (5-chloro-2-nitrobenzyl)serinate